N-(2-(2-aminoethoxy)ethyl)-4-((3-(3-cyano-1-(cyanomethyl)-1H-pyrazol-4-yl)imidazo[1,2-a]pyrazin-8-yl)amino)-2-ethylbenzamide NCCOCCNC(C1=C(C=C(C=C1)NC=1C=2N(C=CN1)C(=CN2)C=2C(=NN(C2)CC#N)C#N)CC)=O